2-[(3,5-dichlorophenyl) carbamoyl]-ethyl 1,3-oxathiolane-2-carboxylate O1C(SCC1)C(=O)OCCC(NC1=CC(=CC(=C1)Cl)Cl)=O